5-[4-Amino-5-(trifluoromethyl)pyrrolo[2,1-f][1,2,4]triazin-7-yl]-N-[(3R,4S)-4-fluoro-1-(4,4,4-trifluoro-3-hydroxy-3-methylbutanoyl)pyrrolidin-3-yl]-2-methoxypyridin-3-carboxamid NC1=NC=NN2C1=C(C=C2C=2C=C(C(=NC2)OC)C(=O)N[C@@H]2CN(C[C@@H]2F)C(CC(C(F)(F)F)(C)O)=O)C(F)(F)F